CN1CCN(CC1)C1=NC(=NC=C1)C1=CN=C2N1C=C(N=C2)C(=O)N 3-(4-(4-Methylpiperazin-1-yl)pyrimidin-2-yl)imidazo[1,2-a]pyrazine-6-carboxamide